C(=O)(OC(C)(C)C)N[C@@H](CO)C(=O)O BoC-L-serine